CN1CCC(CCC1)N1C(C2=CC=CC=C2C=N1)=O 2-(hexahydro-1-methyl-1H-azepin-4-yl)-1(2H)-phthalazinone